CN1CCN(CC1)C(CN1N=CC(=C1)NC1=NN2C(C(=CC=C2)N2CC(C2)(N2N=CC(=C2)SC)CC#N)=N1)=O 2-[1-[2-[[1-[2-(4-methylpiperazin-1-yl)-2-oxo-ethyl]pyrazol-4-yl]amino]-[1,2,4]triazolo[1,5-a]pyridin-8-yl]-3-(4-methylsulfanylpyrazol-1-yl)azetidin-3-yl]acetonitrile